5-fluoropyrimidin FC=1C=NC=NC1